monoglycerol monostearate C(CCCCCCCCCCCCCCCCC)(=O)OCC(O)CO